FC1=C(C(=O)N)C=CC(=C1F)F 2,3,4-trifluorobenzamide